fluoro-1-methyl-N-(4-methyl-1,1-dioxo-thian-4-yl)imidazo[4,5-c]pyridine-2-carboxamide FC1=NC=CC2=C1N=C(N2C)C(=O)NC2(CCS(CC2)(=O)=O)C